C(#N)C1=CC=2N(N=C1)C(=CC2)C2=CC(=C(C=N2)C2=NN=C(S2)N2C[C@H]1CC[C@@H](C2)C1N(C(C)=O)C)NC(C)C N-((1R,5S,8s)-3-(5-(6-(3-cyanopyrrolo[1,2-b]pyridazin-7-yl)-4-(isopropylamino)pyridin-3-yl)-1,3,4-thiadiazol-2-yl)-3-azabicyclo[3.2.1]octan-8-yl)-N-methylacetamide